ClC1=C(C=NN1[C@@H]1[C@@H](CN(CC1)C1COC1)C)[N+](=O)[O-] (3R,4S)-4-(5-chloro-4-nitro-1H-pyrazol-1-yl)-3-methyl-1-(oxetan-3-yl)piperidine